C1(=CC=C(C=C1)NC=1C=CC2=C(OC3=C2C=CC=C3)C1)C1=CC=C(C=C1)C1=CC=CC=C1 N-[(1,1':4',1''-terphenyl)-4-yl]dibenzofuran-3-amine